COC=1C=C2C=C(C=NC2=CC1)C1=CC=CC=C1 6-methoxy-3-phenylquinoline